phenyldodecyloxy phosphate P(=O)(OOCCCCCCCCCCCCC1=CC=CC=C1)([O-])[O-]